(S)-(5-(1H-pyrazol-4-yl)isochroman-1-yl)methanamine hydrochloride salt Cl.N1N=CC(=C1)C1=C2CCO[C@@H](C2=CC=C1)CN